N-methyl-N-(tetrahydro-2H-pyran-4-yl)glycine CN(CC(=O)O)C1CCOCC1